N1=C(C=CC=C1)N1C(N2CCOC3=CC=CC1=C23)=O (pyridin-2-yl)-3,4-dihydro-5-oxa-1,2a-diazaacenaphthylen-2(1H)-one